(3,4-Dimethoxy-phenyl)-[4-(4-phenyl-butyl)piperazin-1-yl]methanone COC=1C=C(C=CC1OC)C(=O)N1CCN(CC1)CCCCC1=CC=CC=C1